ClC=1C=C(C=2CCC(C2C1)O)S(=O)(=O)NC1=C(C(=C(C=C1)F)C=1C=C2C=NC(=NC2=C(C1)OC)NC1CC(CC1)CNCCOC)F 6-chloro-N-(2,4-difluoro-3-(8-methoxy-2-((3-(((2-methoxyethyl)amino)methyl)cyclopentyl)amino)quinazolin-6-yl)phenyl)-1-hydroxy-2,3-dihydro-1H-indene-4-sulfonamide